methacryl-α-cyanoacrylate C(=O)(C(=C)C)OC(C(=C)C#N)=O